tert-butyl N-[(2R,3R)-1-[(4-bromophenyl)({[(1S)-1-phenylethyl]carbamoyl})amino]-3-methoxybutan-2-yl]carbamate BrC1=CC=C(C=C1)N(C[C@H]([C@@H](C)OC)NC(OC(C)(C)C)=O)C(N[C@@H](C)C1=CC=CC=C1)=O